FC1=CC(=CC2=CC=CC=C12)CCCC(=O)O 4-(4-fluoronaphthalen-2-yl)butyric acid